(4'-aminosulfonyl-[1,1'-biphenyl]-3-yl)carbamic acid tert-butyl ester C(C)(C)(C)OC(NC=1C=C(C=CC1)C1=CC=C(C=C1)S(=O)(=O)N)=O